3H-benzotriazole-4-carboxamide N1=NNC2=C1C=CC=C2C(=O)N